(1aR,5aR)-2-(6-Cyano-pyridin-3-yl)-1a,2,5,5a-tetrahydro-1H-2,3-diaza-cyclopropa[a]pentalene-4-carboxylic acid (2-fluoro-1-fluoromethyl-1-hydroxymethyl-ethyl)-amide FCC(CO)(CF)NC(=O)C=1C=2C[C@@H]3[C@H](C2N(N1)C=1C=NC(=CC1)C#N)C3